ClC=1C=C(OC2CCC(CC2)NC(=O)C=2N=NC(=CC2)N2CCC(CC2)CCC(=O)NC2=CC(=C(C=C2)OC2=C(C=C(C=C2)F)F)C=2C3=C(C(N(C2)C)=O)NC=C3)C=CC1C#N N-[4-(3-chloro-4-cyano-phenoxy)cyclohexyl]-6-[4-[3-[4-(2,4-difluorophenoxy)-3-(6-methyl-7-oxo-1H-pyrrolo[2,3-c]pyridin-4-yl)anilino]-3-oxo-propyl]-1-piperidyl]pyridazine-3-carboxamide